ClC=1C=CC=2C3=C(NC2C1)[C@@H](N1[C@@H](C3)C(N[C@H](C1=O)CC(=O)O)=O)CC(C)C 2-((3S,6S,12aS)-9-chloro-6-isobutyl-1,4-dioxo-1,2,3,4,6,7,12,12a-octahydropyrazino[1',2':1,6]pyrido[3,4-b]indol-3-yl)acetic acid